O1C(=CC2=C1C=CC=C2)C2=CC=C(C=C2)N(C2=CC=C(C=C2)C2=CC=C(C=C2)C2=CC1=CC=CC=C1C=C2)C2=CC=C(C=C2)C=2OC1=C(N2)C=CC=C1 (4-benzofuran-2-yl-phenyl)-(4-benzoxazol-2-yl-phenyl)-(4'-naphthalen-2-yl-biphenyl-4-yl)amine